[(E,1S)-1-cyclobutyl-3-methylsulfonyl-allyl]amine C1(CCC1)[C@@H](\C=C\S(=O)(=O)C)N